CN1C(=NN=C1C1=NC=NC=C1)CNC=1C=C(C(=O)N[C@H](C)C=2C=C(OCCCCCCOCCOCCOCCCC(=O)OC)C=CC2)C=CC1 (R)-methyl 4-(2-(2-(6-(3-(1-(3-((4-methyl-5-(pyrimidin-4-yl)-4H-1,2,4-triazol-3-yl)methylamino)benzamido)ethyl)phenoxy)hexyloxy)ethoxy)ethoxy)butanoate